Stannol [SnH2]1C=CC=C1